tert-butyl (3S)-3-[(5-amino-6-carbamoyl-2-pyridyl)-methyl-amino]pyrrolidine-1-carboxylate NC=1C=CC(=NC1C(N)=O)N([C@@H]1CN(CC1)C(=O)OC(C)(C)C)C